CC=1NC(=C(CC1C(=O)OCC)C(=O)OCC)C 2,6-dimethyl-3,5-di(ethoxycarbonyl)-1,4-dihydropyridine